OC1=CC=C(C=2C(C3=CC=CC=C3C(C12)=O)=O)NC1=CC=C(C=C1)C 1-hydroxy-4-(p-tolylamino)anthraquinone